O1COC2=C1C=CC(=C2)COC2=CC=CC(=N2)C=2CCN(CC2)CC2=NC1=C(N2C[C@H]2OCC2)C=C(C=C1)C(=O)O (S)-2-((6-(benzo[d][1,3]dioxolan-5-ylmethoxy)-3',6'-dihydro-[2,4'-bipyridinyl]-1'(2'H)-yl)methyl)-1-(oxetan-2-ylmethyl)-1H-benzo[d]imidazole-6-carboxylic acid